ClC=1N=C(NC1[C@H]1[C@H](CN(CC1)S(=O)(=O)CCOCC(=O)O)C)C1=NC=C(C=C1)F 2-[2-[[(3R,4R)-4-[4-Chloro-2-(5-fluoro-2-pyridyl)-1H-imidazol-5-yl]-3-methyl-1-piperidyl]sulfonyl]ethoxy]acetic acid